racemic-6-chloro-5-(6-((cis)-hexahydro-5H-furo[2,3-c]pyrrol-5-yl)-2-methoxypyridin-3-yl)-1H-indole-3-carboxylic acid ClC1=C(C=C2C(=CNC2=C1)C(=O)O)C=1C(=NC(=CC1)N1C[C@@H]2[C@H](C1)CCO2)OC |r|